Racemic-ethyl 4-[[(2'R,3R,3'S,5'S)-6-chloro-3'-(3-chloro-2-fluoro-phenyl)-5'-(2-methylprop-1-enyl)-2-oxo-spiro[indoline-3,4'-pyrrolidine]-2'-carbonyl]amino]-3-methoxy-benzoate ClC1=CC=C2C(=C1)NC([C@]21[C@H]([C@@H](N[C@H]1C=C(C)C)C(=O)NC1=C(C=C(C(=O)OCC)C=C1)OC)C1=C(C(=CC=C1)Cl)F)=O |r|